{1-[3-fluoro-4-(3-fluoro-oxetan-3-ylmethoxy)-phenyl]-1H-[1,2,3]Triazol-4-yl}-methanol FC=1C=C(C=CC1OCC1(COC1)F)N1N=NC(=C1)CO